2-(1,3-dimethylbutyl)aniline CC(CC(C)C)C1=C(N)C=CC=C1